ClC=1C(=C(C=CC1)\C=C(/F)\C=1N(C2=C(CNCC2)N1)C)C (Z)-2-(2-(3-chloro-2-methylphenyl)-1-fluorovinyl)-1-methyl-4,5,6,7-tetrahydro-1H-imidazo[4,5-c]pyridine